FC1=C(C(=C(C=C1C1=NN(C2=NC(=C(C=C21)F)N2C1(CC1)COCCC2)C)C(F)(F)F)F)O 2,6-Difluoro-3-(5-fluoro-1-methyl-6-(8-oxa-4-azaspiro[2.6]nonan-4-yl)-1H-pyrazolo[3,4-b]pyridin-3-yl)-5-(trifluoromethyl)phenol